FC(C=C)(F)F 1,1,1-Trifluoropropen